amino-N-(hydroxy)-octanediamide NC(C(=O)NO)CCCCCC(=O)N